2-(8-(thiazol-2-ylsulfanyl)imidazo[1,5-a]pyridin-3-yl)propan-2-amine hydrochloride Cl.S1C(=NC=C1)SC=1C=2N(C=CC1)C(=NC2)C(C)(C)N